N-(2,2-difluoroethyl)-5-(5-(2-(4-methylpiperazin-1-yl)pyridin-4-yl)-1H-pyrrolo[2,3-b]pyridin-3-yl)pyrazolo[1,5-a]pyridine-3-carboxamide FC(CNC(=O)C=1C=NN2C1C=C(C=C2)C2=CNC1=NC=C(C=C12)C1=CC(=NC=C1)N1CCN(CC1)C)F